FC(CC)(F)[C@@H]1C[C@@H](C=2N1N=C(N2)C(=O)N(C)OC)F cis-5-(1,1-difluoropropyl)-7-fluoro-N-methoxy-N-methyl-6,7-dihydro-5H-pyrrolo[1,2-b][1,2,4]triazole-2-carboxamide